5-trifluoromethyl-5'-O-t-butyldimethylsilyl-2'-deoxyuridine FC(C=1C(NC(N([C@H]2C[C@H](O)[C@@H](CO[Si](C)(C)C(C)(C)C)O2)C1)=O)=O)(F)F